N-(2-(4-((3-chloro-4-cyclopropoxybenzyl)amino)butoxy)ethyl)-8-(2H-tetrazol-5-yl)benzo[c][2,6]naphthyridin-5-amine ClC=1C=C(CNCCCCOCCNC2=NC3=C(C4=CN=CC=C24)C=CC(=C3)C=3N=NNN3)C=CC1OC1CC1